FC1(OC2=C(C=CC=3CCO[C@@H](C23)CNC)O1)F (S)-1-(2,2-difluoro-6,9-dihydro-7H-[1,3]dioxolo[4,5-H]isochromen-9-yl)-N-methyl-methylamine